FC(CN1N=CC(=C1)NC=1C=C2C=C(N=C(C2=CN1)N)C=1C=NC=CC1C)F 6-N-[1-(2,2-difluoroethyl)-1H-pyrazol-4-yl]-3-(4-methylpyridin-3-yl)-2,7-naphthyridine-1,6-diamine